FC(C1=NN=C2N1CCN(C2)C2=CC=C(C=N2)C2NCCC2)(F)F 2-(6-(3-(Trifluoromethyl)-5,6-dihydro-[1,2,4]triazolo[4,3-a]pyrazin-7(8H)-yl)pyridin-3-yl)pyrrolidin